CN(C1=CC=C(S1)C(=O)N[C@@H](CCC(=O)O)C(=O)O)CC=1C=C2C(NC(=NC2=CC1)C)=O (5-(methyl((2-methyl-4-oxo-3,4-dihydroquinazolin-6-yl)methyl)amino)thiophene-2-carbonyl)glutamic acid